1-(4-((3R,5R,8R,9R,10S,13S,14S,17S)-3-hydroxy-3,13-dimethylhexadecahydro-1H-cyclopenta[a]phenanthren-17-yl)-4-oxobutyl)-1H-pyrazole-4-carbonitrile O[C@@]1(CC[C@@H]2[C@H]3CC[C@@]4([C@H](CC[C@H]4[C@@H]3CC[C@@H]2C1)C(CCCN1N=CC(=C1)C#N)=O)C)C